C(C)(C)(C)C=1C=CC=2N(C3=CC=CC=C3C2C1)C(C)(C)C 3,9-di-tert-butylcarbazole